1-methyl-4-{4-[(naphthalen-1-yl)methyl]piperazin-1-yl}-3-nitro-1,2-dihydro-1,5-naphthyridin-2-one CN1C(C(=C(C2=NC=CC=C12)N1CCN(CC1)CC1=CC=CC2=CC=CC=C12)[N+](=O)[O-])=O